FC=1C=CC(=C(C1)C(C)NS(=O)(=O)C1=CC=C(C=C1)OC(F)(F)F)N1CCC(CC1)O N-(1-(5-fluoro-2-(4-hydroxypiperidin-1-yl)phenyl)ethyl)-4-(trifluoromethoxy)benzenesulfonamide